NCC1=CC=C(C=C1)CN(C1=C(C(=NN1C(=O)C1=COC(=C1)C)C1C(N(CCC1)S(=O)(=O)N1CCCC1)=O)C#N)C 5-({[4-(aminomethyl)phenyl]methyl}(methyl)amino)-1-(5-methylfuran-3-carbonyl)-3-[2-oxo-1-(pyrrolidine-1-sulfonyl)piperidin-3-yl]-1H-pyrazole-4-carbonitrile